Methylisothiocyanat CN=C=S